(R)-3-Hydroxy-1-methyl-3-(3-(6-(2-((1-methyl-1H-pyrazol-4-yl)amino)pyrimidin-4-yl)pyridin-2-yl)isoxazol-5-yl)pyrrolidin-2-one O[C@@]1(C(N(CC1)C)=O)C1=CC(=NO1)C1=NC(=CC=C1)C1=NC(=NC=C1)NC=1C=NN(C1)C